O=C1CC(CN1CC1=C(C=CC=C1)C(F)(F)F)NC(=O)C=1C=CC=C2C=CNC12 N-(5-oxo-1-(2-(trifluoromethyl)benzyl)pyrrolidin-3-yl)-1H-indole-7-carboxamide